2,5-bis(5-t-butyl-benzooxazol-2-yl)thiophene C(C)(C)(C)C=1C=CC2=C(N=C(O2)C=2SC(=CC2)C=2OC3=C(N2)C=C(C=C3)C(C)(C)C)C1